5-ethynyl-1-methyl-1,2,3-triazole C(#C)C1=CN=NN1C